Ethyl 4-[3-(3-chloro-5-nitropyridin-2-yl)-1,2,4-oxadiazol-5-yl]butanoate ClC=1C(=NC=C(C1)[N+](=O)[O-])C1=NOC(=N1)CCCC(=O)OCC